ClC=1C=C(C=C(C1)F)C=1C=C(C(=NC1)C1=NC=2N(C=C1)N=C(C2)C(F)(F)F)S(=O)(=O)CC 5-(5-(3-chloro-5-fluorophenyl)-3-(ethylsulfonyl)pyridin-2-yl)-2-(trifluoromethyl)pyrazolo[1,5-a]pyrimidine